4-(4-fluoro-2-methyl-phenyl)-5-[4-[(3S)-1-(3-fluoropropyl)pyrrolidin-3-yl]oxyphenyl]-2,3-dihydro-1-benzothiepin-7-ol FC1=CC(=C(C=C1)C=1CCSC2=C(C1C1=CC=C(C=C1)O[C@@H]1CN(CC1)CCCF)C=C(C=C2)O)C